N-[(4-chlorophenyl)methyl]-5-{[(3S,4R)-4-(2,6-difluoro-4-methoxyphenyl)-2-oxopyrrolidin-3-yl]amino}-1,3,4-oxadiazole-2-carboxamide ClC1=CC=C(C=C1)CNC(=O)C=1OC(=NN1)N[C@@H]1C(NC[C@H]1C1=C(C=C(C=C1F)OC)F)=O